CCCCC/C=C\\C/C=C\\CCCCCCCC(=O)NCCO The molecule is an N-(long-chain-acyl)ethanolamine that is the ethanolamide of linoleic acid. It has a role as an EC 3.5.1.99 (fatty acid amide hydrolase) inhibitor. It is a N-(long-chain-acyl)ethanolamine, a N-(polyunsaturated fatty acyl)ethanolamine and a N-acylethanolamine 18:2. It derives from a linoleic acid.